(1s,2r,3ar,4s,6ar)-4-((2-amino-3-bromoquinolin-7-yl)oxy)-2-(4-amino-7H-pyrrolo[2,3-d]pyrimidin-7-yl)octahydro-pentalene-1,6a-diol NC1=NC2=CC(=CC=C2C=C1Br)O[C@@H]1[C@H]2C[C@H]([C@@H]([C@]2(CC1)O)O)N1C=CC2=C1N=CN=C2N